O=C(C(=O)NC=1C2=C(C=NC1)C=NN2COCC[Si](C)(C)C)N2[C@H](CC[C@@H](C2)C)C=2C=CC1=C(N=C(S1)[C@H]1[C@@H](CN(CC1)C)C)C2 |o1:37,38| 2-oxo-2-[(2R,5S)-5-methyl-2-[2-[rel-(3S,4R)-1,3-dimethyl-4-piperidyl]-1,3-benzothiazol-5-yl]-1-piperidyl]-N-[1-(2-trimethylsilylethoxymethyl)pyrazolo[4,3-c]pyridin-7-yl]acetamide